ls-3,9-bis[1,1-dimethyl-2-[(3-tertiary butyl-4-hydroxy-5-methylphenyl)propionyloxy]ethyl]-2,4,8,10-tetraoxaspiro[5.5]undecane CC(COC(CCC1=CC(=C(C(=C1)C)O)C(C)(C)C)=O)(C)C1OCC2(CO1)COC(OC2)C(COC(CCC2=CC(=C(C(=C2)C)O)C(C)(C)C)=O)(C)C